ClC=1C=C(C(=O)NC2=C(C=C(C(=C2)C=2C=NC(=NC2)N2CCOCC2)F)N2C[C@H](N([C@H](C2)C)C)C)C=C(C1F)Cl 3,5-dichloro-4-fluoro-N-[4-fluoro-5-(2-morpholin-4-ylpyrimidin-5-yl)-2-[(3R,5S)-3,4,5-trimethylpiperazin-1-yl]phenyl]benzamide